N-(2-bromo-4-(perfluoropropane-2-yl)-6-(trifluoromethyl)phenyl)-2-fluoro-3-(hydroxylamino)benzamide BrC1=C(C(=CC(=C1)C(C(F)(F)F)(C(F)(F)F)F)C(F)(F)F)NC(C1=C(C(=CC=C1)NO)F)=O